4-azido-benzamide N(=[N+]=[N-])C1=CC=C(C(=O)N)C=C1